1-Methyl-4-(prop-1-en-2-yl)cyclohexyl-4-methoxybenzoat CC1(CCC(CC1)C(=C)C)OC(C1=CC=C(C=C1)OC)=O